3-(N-(2-(5-(2-Cyanopyridin-4-yl)-2,3-dihydro-1H-inden-4-yl)acetyl)sulfamoyl)-N,N,1-trimethyl-1H-pyrazole-5-carboxamide C(#N)C1=NC=CC(=C1)C=1C(=C2CCCC2=CC1)CC(=O)NS(=O)(=O)C1=NN(C(=C1)C(=O)N(C)C)C